ClC=1C(=CC(=C(C(=O)O)C1)C1CCOC2=CC(=CC=C12)F)C(F)(F)F 5-chloro-2-(7-fluoro-chroman-4-yl)-4-(trifluoromethyl)benzoic acid